NC=1C(NC(N(N1)C1=CC(=C(C(=C1)C)CC1=CC=C2C(=N1)C(=CN2S(=O)(=O)C2=CC=C(C=C2)C)C(C)C)C)=O)=O 6-amino-2-[4-[[3-isopropyl-1-(p-tolylsulfonyl)-pyrrolo[3,2-b]pyridin-5-yl]methyl]-3,5-dimethyl-phenyl]1,2,4-triazine-3,5-dione